C(OCC1=CC=C(C=C1)NC([C@H](CCCNC(N)=O)NC([C@H](C(C)C)NC(CCCCCN1C(C=CC1=O)=O)=O)=O)=O)(OC1=CC=C(C=C1)[N+](=O)[O-])=O {4-[(2S)-5-(carbamoylamino)-2-[(2S)-2-[6-(2,5-dioxopyrrol-1-yl)hexanamido]-3-methylbutanamido]pentanamido]phenyl}methyl 4-nitrophenyl carbonate